butyric acid isoamyl ester C(CC(C)C)OC(CCC)=O